dimethyl-4-t-butylphenol CC=1C(=C(C=CC1C(C)(C)C)O)C